C(C)(C)(C)P(=O)(C1=NC2=CC=CC=C2N=C1P(=O)(C)C(C)(C)C)C (+)-2,3-bis(tert-butyl-methyl-phosphinyl)quinoxaline